4-(1-(tert-butyl)-3-(4-chloro-3-fluorophenyl)-1H-pyrrolo[2,3-b]pyridine-6-carbonyl)-3,3-dimethyl-2-oxopiperazin C(C)(C)(C)N1C=C(C=2C1=NC(=CC2)C(=O)N2C(C(NCC2)=O)(C)C)C2=CC(=C(C=C2)Cl)F